N1(CCNCC1)C=1N=CC=2N(C1)C=C(N2)C(F)(F)F 6-(piperazin-1-yl)-2-(trifluoromethyl)imidazo[1,2-a]pyrazine